ClC=1C=C(C=CC1)C1=NN(C(O1)=N)CC1=C(C=C(C=C1)C1=C2C(=NC=C1)NC(=N2)C=2C=NN(C2)C)F 5-(3-Chlorophenyl)-3-(2-fluoro-4-(2-(1-methyl-1H-pyrazol-4-yl)-3H-imidazo[4,5-b]pyridin-7-yl)benzyl)-1,3,4-oxadiazol-2(3H)-imine